triaza-3-indenecarboxamide N1N=C(C2=NC=CC=C12)C(=O)N